I\C(\C(=O)OC(C)C)=C/N1N=C(N=C1)C1=CC(=CC(=C1)C(F)(F)F)S(F)(F)(F)(F)F isopropyl (Z)-2-iodo-3-(3-(3-(pentafluorosulfaneyl)-5-(trifluoromethyl)phenyl)-1H-1,2,4-triazol-1-yl)acrylate